CC=1C(=NC=NC1)C(=O)O 5-METHYLPYRIMIDINE-4-CARBOXYLIC ACID